C(C)C1C(C2(CCC1)CC=CCC2)=O ethylspiro[5.5]undec-8-en-1-one